(2-chloro-3-fluorophenyl)boronic acid ClC1=C(C=CC=C1F)B(O)O